OC=1C=C(C=CC1OC)C(C=O)=C 3-hydroxy-4-methoxy-phenylacrylaldehyde